6-(4-chlorophenyl)-3-(3-hydroxycyclohexyl)-8-(1-methyl-1H-pyrazol-4-yl)pyrido[3,4-d]pyrimidin-4(3H)-one ClC1=CC=C(C=C1)C1=CC2=C(N=CN(C2=O)C2CC(CCC2)O)C(=N1)C=1C=NN(C1)C